N(=[N+]=[N-])C/C=C/CCC(C)=O (E)-7-azidohept-5-en-2-one